N[S@](=NC(CC1=C(C=C(C=C1C(C)C)COC)C(C)C)=O)(=O)C=1SC=C(C1)C(C)(C)O (R)-N-(amino(4-(2-hydroxypropan-2-yl)thiophen-2-yl)(oxo)-λ6-sulfaneylidene)-2-(2,6-diisopropyl-4-(methoxymethyl)phenyl)acetamide